4-(4-(5-(2-oxo-6-azaspiro[3.3]heptane-6-yl)pyrazolo[1,5-a]pyrimidine-3-carboxamido)-3-(Difluoromethyl)-1H-pyrazol-1-yl)piperidine-1-carboxylic acid tert-butyl ester C(C)(C)(C)OC(=O)N1CCC(CC1)N1N=C(C(=C1)NC(=O)C=1C=NN2C1N=C(C=C2)N2CC1(CC(C1)=O)C2)C(F)F